2-(benzyloxy)-3-(chloromethyl)-6-methyl-4-propylpyridine C(C1=CC=CC=C1)OC1=NC(=CC(=C1CCl)CCC)C